O1CC(C1)CCCCCCCCCCCCCCCCCCCCC(=O)O 21-(oxetan-3-yl)heneicosanoic acid